ClC=1C(=NC=CC1)SC1=CC(=C(C=C1)C1=C(C=NCN1C)C)C 6-{4-[(3-chloropyridin-2-yl)sulfanyl]-2-methylphenyl}-1,5-dimethylpyrimidine